tert-butyl (R)-3,3-dimethyl-4-(4-phenyl-4,5-dihydrooxazol-2-yl)butanoate CC(CC(=O)OC(C)(C)C)(CC=1OC[C@H](N1)C1=CC=CC=C1)C